C(C)(C)C1=C2C=CN=CC2=C(C=C1)OCCN1CCOCC1 5-isopropyl-8-(2-morpholinoethoxy)isoquinolin